C(C(=O)O)(=O)O.C(C(=O)O)(=O)O.[Li] lithium bis(oxalic acid)